trans-butanoic acid C(CCC)(=O)O